BrC=1C=C(C=CC1F)SCCC=1N(C=CN1)CCOC 2-(2-((3-bromo-4-fluorophenyl)thio)ethyl)-1-(2-methoxyethyl)-1H-imidazole